C(C=C)(=O)N1C(CCCC1C)C acryloyl-2,6-dimethylpiperidine